FC1=CC=C(C=C1)[C@H](CO)NCCC(=O)O (R)-3-((1-(4-fluorophenyl)-2-hydroxyethyl)amino)propionic acid